COC=1C=C(C(=NC1)C1=NC=C(C=C1)OC)C(=O)O 5,5'-dimethoxycarboxyl-2,2'-bipyridine